3-(pyrazin-2-yl)propionic acid N1=C(C=NC=C1)CCC(=O)O